tert-Butyl 3-(4-(1-(cyanomethoxy)-2,2,2-trifluoroethyl)-7-(thiazol-2-yl)benzo[d]oxazol-2-yl)-3,6-diazabicyclo[3.1.1]heptane-6-carboxylate C(#N)COC(C(F)(F)F)C1=CC=C(C2=C1N=C(O2)N2CC1N(C(C2)C1)C(=O)OC(C)(C)C)C=1SC=CN1